N[C@@H](CCC(=O)OC(C)(C)C)C(NC1=C(C=CC=C1)SC1=CC=C(C=C1)C)=O tert-butyl (S)-4-amino-5-oxo-5-((2-(p-tolylthio)phenyl)amino)pentanoate